tert-Butyl 4-(1-fluoro-1-((3-fluorophenyl)sulfonyl)ethyl)piperidine-1-carboxylate FC(C)(S(=O)(=O)C1=CC(=CC=C1)F)C1CCN(CC1)C(=O)OC(C)(C)C